BrCC(=O)NC1=C(C=C(C(=C1)Cl)C(F)(F)F)C 2-bromo-N-(5-chloro-2-methyl-4-(trifluoromethyl)phenyl)acetamide